3-(5-(difluoromethyl)-1,3,4-thiadiazol-2-yl)-N-((1S,2R)-2-fluorocyclopropyl)-8-(4-isobutyrylpiperazin-1-yl)imidazo[1,5-a]pyridine-6-sulfonamide FC(C1=NN=C(S1)C1=NC=C2N1C=C(C=C2N2CCN(CC2)C(C(C)C)=O)S(=O)(=O)N[C@@H]2[C@@H](C2)F)F